N1CC[C@H](CCC1)C=1C=CC=2C(N(C3=CC=CC1C23)C2C(NC(CC2)=O)=O)=O 3-(5-((S)-azepan-4-yl)-2-oxobenzo[cd]indol-1(2H)-yl)piperidine-2,6-dione